bis(trimethoxymethyl) tetrasulfide COC(OC)(OC)SSSSC(OC)(OC)OC